O1C(=CC=C1)CNC=1C=NC2=C(C=CC=C2C1)NS(=O)(=O)C=1C=CC=C2C=CC=NC12 N-(3-((furan-2-ylmethyl)amino)quinolin-8-yl)quinolin-8-sulfonamide